6Z-Octadecenoic acid CCCCCCCCCCC/C=C\CCCCC(=O)O